(5'S,7a'R)-1-(8-ethyl[1,2,4]triazolo[1,5-a]pyridin-5-yl)-5'-phenyltetrahydro-3'H-spiro[piperidine-4,2'-pyrrolo[2,1-b][1,3]oxazol]-3'-one C(C)C=1C=2N(C(=CC1)N1CCC3(C(N4[C@H](O3)CC[C@H]4C4=CC=CC=C4)=O)CC1)N=CN2